P(=O)(O)(O)OC[C@@H](COC(CCCCCCCCCCCCCCCCC)=O)OC(CCCCCCCCCCCCCCCCC)=O 1,2-distearoyl-sn-glycerol 3-phosphate